CN1CCC(CC1)NC1=CC=C(C=N1)NC1=NC2=C(C=CC=C2C=N1)C1=NC=CC(=C1)NC(C=CC)=O N-(2-(2-((6-((1-methylpiperidin-4-yl)amino)pyridin-3-yl)amino)quinazolin-8-yl)pyridin-4-yl)but-2-enamide